(3S,4S) and (3R,4R)-2-(4-(tert-butyl)-3-chlorophenyl)-3-(chroman-6-yl)-1-oxo-1,2,3,4-tetrahydroisoquinoline-4-carboxylic acid C(C)(C)(C)C1=C(C=C(C=C1)N1C(C2=CC=CC=C2[C@@H]([C@H]1C=1C=C2CCCOC2=CC1)C(=O)O)=O)Cl |r|